ClC1=C(C=C(OCC(=O)N[C@@H]2CN[C@H](CC2)C=2N=C3N(C=CC(=C3)C(F)(F)F)C2)C=C1)F 2-(4-chloro-3-fluorophenoxy)-N-[(3S,6R)-6-[7-(trifluoromethyl)imidazo[1,2-a]pyridin-2-yl]-3-piperidyl]acetamide